1-(1,3-benzodioxol-4-yl)-N-[[2-(1-piperidinyl)-4-pyridinyl]methyl]ethanamine O1COC2=C1C=CC=C2C(C)NCC2=CC(=NC=C2)N2CCCCC2